FC(S(=O)(=O)[O-])(F)F.CC1=C(C=CC=C1)[I+]C1=CC=CC=C1 methyl-diphenyl-iodonium trifluoromethanesulfonate